ClC1=C(C(=O)NCC(N2CCC(CC2)COC2=NC=C(C=C2)F)C2=C(N=CS2)C(F)F)C(=CC=C1)F 2-Chloro-N-{2-[4-(difluoromethyl)-1,3-thiazol-5-yl]-2-(4-{[(5-fluoropyridin-2-yl)-oxy]methyl}piperidin-1-yl)ethyl}-6-fluorobenzamid